BrC1=C(C=C2[C@](NC(NC2=C1)=O)(C(F)(F)F)C#CC1CC1)F (S)-7-bromo-4-(cyclopropylethynyl)-6-fluoro-4-(trifluoromethyl)-3,4-dihydroquinazolin-2(1H)-one